OC1=C(C=C(C=C1OC)C=CC(=O)O)OC 3-(4-hydroxy-3,5-dimethoxy-phenyl)prop-2-enoic acid